ytterbium 2-methoxyethoxide COCC[O-].[Yb+3].COCC[O-].COCC[O-]